ClC1=C(C=C(C=C1)F)C1NC(C2=C1C(=CC=1N2C=C(N1)C(=O)NC)NC(C1=CC(=CC(=C1)C(F)(F)F)F)=O)=O 3-(2-Chloro-5-fluorophenyl)-4-(3-fluoro-5-(trifluoromethyl)benzamido)-N-methyl-1-oxo-2,3-dihydro-1H-imidazo[1,2-a]pyrrolo[3,4-e]pyridine-7-carboxamide